(E)-N-(5-(2-(3-cyano-6-(1-methyl-1H-pyrazol-4-yl)pyrazolo[1,5-a]pyridin-4-yl)vinyl)pyrimidin-2-yl)acrylamide C(#N)C=1C=NN2C1C(=CC(=C2)C=2C=NN(C2)C)/C=C/C=2C=NC(=NC2)NC(C=C)=O